ClCCCCCC L-1-chlorohexane